(S)-2-((((9H-fluoren-9-yl)methoxy)carbonyl)amino)-3-(3-cyano-1-methyl-1H-indazol-5-yl)propanoic acid C1=CC=CC=2C3=CC=CC=C3C(C12)COC(=O)N[C@H](C(=O)O)CC=1C=C2C(=NN(C2=CC1)C)C#N